3-benzyl-6-(pyridin-2-ylmethyl)-2,3,4,6-tetrahydropyrido[3,4-c][1,8]naphthyridin-5(1H)-one C(C1=CC=CC=C1)N1CC=2C(N(C=3N=CC=CC3C2CC1)CC1=NC=CC=C1)=O